[F].C(C=C)(=O)OC(C(C(C(F)(F)F)(F)F)(F)F)(F)F perfluorobutyl acrylate fluorine